(R)-1-(7-chloro-4-((1-(3-(difluoromethyl)-2-fluorophenyl)ethyl)amino)-2-methylpyrido[2,3-d]pyrimidin-6-yl)cyclopropane-1-carbonitrile ClC=1C(=CC2=C(N=C(N=C2N[C@H](C)C2=C(C(=CC=C2)C(F)F)F)C)N1)C1(CC1)C#N